CC1=C(C(=O)NC=2OC(=NN2)C)C=CC(=C1S(=O)(=O)C)C(F)(F)F 2-methyl-N-(5-methyl-1,3,4-oxadiazol-2-yl)-3-(methylsulfonyl)-4-(trifluoromethyl)benzoyl-amine